N-methyl-4-[5-(trifluoromethyl)-1,2,4-oxadiazolyl]benzenecarbothioamide CNC(=S)C1=CC=C(C=C1)C1=NOC(=N1)C(F)(F)F